ClC1=NC=C(C(=N1)NC1=CC(=C(C=C1)F)NS(=O)(=O)C(C)(C)C)C 2-Chloro-5-methyl-N4-(4-fluoro-3-[(1,1-dimethylethyl)sulfonamido]phenyl)pyrimidine-4-amine